C([C@@H]1[C@@H]([C@@H]([C@H]([C@H](O1)OC[C@@H]2[C@H]([C@@H]([C@@H]([C@@H](O2)O)O)O)O)O)O)O)O The molecule is a glycosylmannose consisting of alpha-D-galactopyranose and beta-D-mannopyranose joined in sequence by a (1->6) glycosidic bond. It derives from an alpha-D-galactose and a beta-D-mannose.